4-[(2R)-3-(3,4-dihydro-1H-isoquinolin-2-yl)-2-hydroxy-propyl]-1-methyl-8-[[1-(oxetan-3-yl)-4-piperidyl]oxy]-2,3-dihydro-1,4-benzodiazepin-5-one C1N(CCC2=CC=CC=C12)C[C@H](CN1CCN(C2=C(C1=O)C=CC(=C2)OC2CCN(CC2)C2COC2)C)O